4-((3,4-Dihydro-2H-pyrido[4,3-b][1,4]oxazin-8-yl)amino)-N-(4-(4-isopropylpiperazin-1-yl)phenyl)-2-oxo-1,2-dihydropyridine-3-carboxamide O1C2=C(NCC1)C=NC=C2NC2=C(C(NC=C2)=O)C(=O)NC2=CC=C(C=C2)N2CCN(CC2)C(C)C